5-(3-methyl-4-(4-(N-methylpiperazin-4-yl)piperidin-1-yl)phenyl)-1H-1,2,4-triazole-3,5-diamine CC=1C=C(C=CC1N1CCC(CC1)N1CCN(CC1)C)C1(N=C(NN1)N)N